tert-butyl 5-[1-(cyclopropylmethyl)-5-(4-cyclopropylpiperazine-1-carbonyl)-7-(2-ethyl-6-methyl-3-pyridyl)indol-2-yl]-3,6-dihydro-2H-pyridine-1-carboxylate C1(CC1)CN1C(=CC2=CC(=CC(=C12)C=1C(=NC(=CC1)C)CC)C(=O)N1CCN(CC1)C1CC1)C1=CCCN(C1)C(=O)OC(C)(C)C